Isoquinoline-8-sulfonyl chloride C1=NC=CC2=CC=CC(=C12)S(=O)(=O)Cl